γ-decen-4-olide C1(CC=C(CCCCCC)O1)=O